5-ethynyl-4-(8-fluoro-4-((1R,5S,8R)-8-fluoro-3-azabicyclo[3.2.1]octan-3-yl)-2-(((2R,7aS)-2-fluorotetrahydro-1H-pyrrolizin-7a(5H)-yl)methoxy)pyrido[4,3-d]pyrimidin-7-yl)naphthalen-2-ol C(#C)C1=C2C(=CC(=CC2=CC=C1)O)C1=C(C=2N=C(N=C(C2C=N1)N1C[C@H]2CC[C@@H](C1)C2F)OC[C@]21CCCN1C[C@@H](C2)F)F